1,3,5-tris(p-bromophenyl)benzene BrC1=CC=C(C=C1)C1=CC(=CC(=C1)C1=CC=C(C=C1)Br)C1=CC=C(C=C1)Br